2-(1-((3-methyloxetan-3-yl)methyl)piperidin-4-yl)-4H-thieno[3,2-b]Pyrrole CC1(COC1)CN1CCC(CC1)C1=CC=2NC=CC2S1